CC(C)(CC(CC(CC(C)(C)C)(C)C)(S)C)C 2,2,4,6,6,8,8-heptamethyl-4-nonanthiol